[Na+].P(=O)(OCCCCCCCCCCCCCCCC)([O-])[O-].[Na+] cetyl phosphate sodium salt